2-hydroxypropyl (5-methyl-2-propan-2-ylcyclohexyl) carbonate C(OCC(C)O)(OC1C(CCC(C1)C)C(C)C)=O